C(C)OC(C1=C(C=C(C=C1)Br)OCC)=O 4-bromo-2-ethoxybenzoic acid ethyl ester